malealdehydic acid C(\C=C/C=O)(=O)O